C(C)C=1C=NN(C1)C1(CN(C1)C=1C=2N(C=CC1)N=C(N2)NC=2C=NN(C2)CCCO)CC#N 2-[3-(4-ethyl-1H-pyrazol-1-yl)-1-(2-[[1-(3-hydroxypropyl)-1H-pyrazol-4-yl]amino]-[1,2,4]triazolo[1,5-a]pyridin-8-yl)azetidin-3-yl]acetonitrile